(6S)-6-({7-bromo-2-[1-(propan-2-yl)-1H-pyrazol-4-yl][1,2,4]triazolo[1,5-c]quinazolin-5-yl}amino)-1,4-diazepin-5-one BrC1=CC=CC=2C=3N(C(=NC12)NC=1C(N=CC=NC1)=O)N=C(N3)C=3C=NN(C3)C(C)C